di-ethylcarbamic acid hexyl-benzoate C(CCCCC)OC(C1=CC=CC=C1)=O.C(C)N(C(O)=O)CC